C(C)(=O)ON(CCN(OC(C)=O)OC(C)=O)OC(C)=O EthyleneDiamine TetraAcetate